2-hydroxy-ethyl-4-furanone OCCC=1OCC(C1)=O